(S)-2-amino-3-(4-(5-(4',6-dimethoxybiphenyl-3-yl)-1,2,4-oxadiazol-3-yl)phenyl)propanoic acid N[C@H](C(=O)O)CC1=CC=C(C=C1)C1=NOC(=N1)C=1C=C(C(=CC1)OC)C1=CC=C(C=C1)OC